CN(S(=O)(=O)N1C(=CC=2C1=NC=C1CN(C(N(C21)CC)=O)C2=C(C(=CC(=C2F)OC)OC)F)C=O)C 7-(2,6-Difluoro-3,5-dimethoxy-phenyl)-9-ethyl-2-formyl-8-oxo-6,7,8,9-tetrahydro-3,4,7,9-tetraaza-cyclopenta[a]naphthalene-3-sulfonic acid dimethylamide